N1=C(NC(C2=C1C1=C(S2)C=CC=C1)=O)S(=O)(=O)N benzothieno[3,2-d]pyrimidin-4-onesulfonamide